4-(3-hydroxyphenyl)-3,6-dihydropyridine-1(2H)-carboxylic acid tert-butyl ester C(C)(C)(C)OC(=O)N1CCC(=CC1)C1=CC(=CC=C1)O